C(CCCCCC)C(CC(=O)OCC)CCCCCCC ethyl 3-heptyldecanoate